C(C)OC(C(=C)C)=O ethyl(methacrylat)